C(CCC)OC(C(NC=O)C1=CC=CC=C1)=O N-formyl-α-phenylglycine butyl ester